methyl 3-amino-4,6-dimethylthieno[2,3-b]pyridine-2-carboxylate NC1=C(SC2=NC(=CC(=C21)C)C)C(=O)OC